CN1N=C2C=CC=C(C2=C1)C1=NN(C2=C(C=CC=C12)C)C=1C=CC(=NC1)N1CCC(CC1)S(=O)(=O)N 1-(5-{2',7-dimethyl-1H,2'H-[3,4'-biindazol]-1-yl}pyridin-2-yl)piperidine-4-sulfonamide